palmitoyl sarcosinate N(C)CC(=O)OC(CCCCCCCCCCCCCCC)=O